5-((1R,3S)-3-((N-methyl-sulfamoyl)amino)cyclopentyl)-1H-pyrazol CNS(=O)(=O)N[C@@H]1C[C@@H](CC1)C1=CC=NN1